N-((2S)-1-oxo-3-phenyl-1-(6-(pyridin-3-yl)-5,6-dihydropyridin-1(2H)-yl)propan-2-yl)nicotinamide O=C([C@H](CC1=CC=CC=C1)NC(C1=CN=CC=C1)=O)N1CC=CCC1C=1C=NC=CC1